CN1C(CNCC1=O)=O 1-methylpiperazine-2,6-dione